FC=1C=C2C=NN(C2=CC1C=1C=2C=NN(C2C(=CC1)SC)CC(=O)NCC(=O)NCC(=O)OC)C methyl 2-(2-{2-[5'-fluoro-1'-methyl-7-(methylsulfanyl)-[4,6'-biindazol]-1-yl]acetamido}acetamido)acetate